2-Chloro-N-(3-(5-chloro-1H-indol-3-yl)propyl)thiazole-5-sulfonamide ClC=1SC(=CN1)S(=O)(=O)NCCCC1=CNC2=CC=C(C=C12)Cl